C[C@@H](CC)NC(O[C@H]1CO[C@@H](C1)C=1C=NC(=NC1)NC1=CC=C(C=C1)S(N)(=O)=O)=O |o1:7,10| (3R*,5S*)-5-{2-[(4-sulfamoylphenyl)amino]pyrimidin-5-yl}oxolan-3-yl N-[(2S)-butan-2-yl]carbamate